ClC1=CN=C2C(=N1)SC(=C2)C2CCN(CC2)C(=O)OC(C)(C)C tert-butyl 4-(3-chlorothieno[2,3-b]pyrazin-6-yl)piperidine-1-carboxylate